Tri(triphenylphosphine) ruthenium (II) dichloride [Ru](Cl)Cl.C1(=CC=CC=C1)P(C1=CC=CC=C1)C1=CC=CC=C1.C1(=CC=CC=C1)P(C1=CC=CC=C1)C1=CC=CC=C1.C1(=CC=CC=C1)P(C1=CC=CC=C1)C1=CC=CC=C1